[N+](=O)([O-])C1=CC=C(C=C1)N1N=CC=N1 2-(4-nitrophenyl)-2H-1,2,3-triazole